C(CCCCCCCCCC)(=O)N[C@@H](COP(OC[C@@H](CO)O)(=O)O)C(=O)O undecanoyl-sn-glycero-3-phospho-L-serine